C(C)OC(=O)C1=NC2=C(C(=CC(=C2C(=C1)C(=O)OCC)NC(C)=O)OCC)OCC 5-acetamido-7,8-diethoxyquinoline-2,4-dicarboxylic acid diethyl ester